1-{2-[3-({2-[(3S,4R)-3-fluoro-4-methoxypiperidin-1-yl]pyrimidin-4-yl}amino)-8-[(2R,3S)-3-(methanesulfonylmethyl)-2-methylazetidin-1-yl]isoquinolin-5-yl]pyrrolidin-1-yl}prop-2-en-1-one F[C@H]1CN(CC[C@H]1OC)C1=NC=CC(=N1)NC=1N=CC2=C(C=CC(=C2C1)C1N(CCC1)C(C=C)=O)N1[C@@H]([C@H](C1)CS(=O)(=O)C)C